C(#N)C=1C=CC(=NC1)N1C(=CC2=CC=C(C=C12)F)C(=O)NCCOC 1-(5-cyanopyridin-2-yl)-6-fluoro-N-(2-methoxyethyl)-1H-indole-2-carboxamide